tert-Butyl (2R)-2-[[4-[3-[(5-cyanopyrazin-2-yl)amino]-1H-pyrazol-5-yl]-3-methoxy-phenyl]methyl]pyrrolidine-1-carboxylate C(#N)C=1N=CC(=NC1)NC1=NNC(=C1)C1=C(C=C(C=C1)C[C@@H]1N(CCC1)C(=O)OC(C)(C)C)OC